5-(4-cyanophenyl)-1-cyclopropyl-1H-pyrazole-3-carboxylic acid C(#N)C1=CC=C(C=C1)C1=CC(=NN1C1CC1)C(=O)O